Methyl (S)-5-(4-(2-amino-3,3-dicyclopropylpropanamido)phenyl)-1-methyl-1H-imidazole-4-carboxylate N[C@H](C(=O)NC1=CC=C(C=C1)C1=C(N=CN1C)C(=O)OC)C(C1CC1)C1CC1